2-{[(4-chloro-3-cyanophenyl)carbamoyl]amino}-2-ethylbutanoic acid ClC1=C(C=C(C=C1)NC(=O)NC(C(=O)O)(CC)CC)C#N